Cl.FC=1C=2N(C=C(C1)C=1N=C3N(C(N1)=O)C=C(C=C3C)N3CCNCC3)C=C(N2)C 2-(8-fluoro-2-methylimidazo[1,2-a]pyridin-6-yl)-9-methyl-7-(piperazin-1-yl)-4H-pyrido[1,2-a][1,3,5]triazin-4-one hydrochloride